C(C)(C)(C)C=1C=C2C(=C(NC(C2=CC1)=O)C1=CC=CC=C1)C1=CC=CC=C1 6-(tert-butyl)-3,4-diphenylisoquinolin-1(2H)-one